CO/C=C(/C(=O)O)\C1=C(C=CC=C1)COC1=NC(=CC=C1)C(F)(F)F (2E)-3-methoxy-2-[2-({[6-(trifluoromethyl)pyridin-2-yl]oxy}methyl)phenyl]prop-2-enoic acid